tert-butyl (2-(2-(((1R,5S,6s)-3-(2-cyclopropyl-7-methoxypyrazolo[1,5-a]pyridine-5-carbonyl)-3-azabicyclo[3.1.0]hexan-6-yl)oxy)-6-(4-fluorophenyl)pyridin-4-yl)propan-2-yl)carbamate C1(CC1)C1=NN2C(C=C(C=C2OC)C(=O)N2C[C@@H]3C([C@@H]3C2)OC2=NC(=CC(=C2)C(C)(C)NC(OC(C)(C)C)=O)C2=CC=C(C=C2)F)=C1